(1R)-8-(8-((2,3-dichloropyridin-4-yl)thio)-[1,2,4]triazolo[4,3-c]pyrimidin-5-yl)-3-methyl-8-azaspiro[4.5]decan-1-amine ClC1=NC=CC(=C1Cl)SC=1C=2N(C(=NC1)N1CCC3(CC(C[C@H]3N)C)CC1)C=NN2